C(C1=CC=CC=C1)N1C[C@@H]([C@@H](CC1)C)O[C@]([C@](C(=O)[O-])(ONC)C(=O)C1=CC=C(C=C1)C)(C(=O)[O-])C(=O)C1=CC=C(C=C1)C (3R,4R)-(1-benzyl-4-methyl-piperidin-3-yl)-methylaminodi-p-toluoyl-L-tartrate